(R)-2-(furan-2-yl)-5-(3-((4-(4-(2-methoxyethoxy)phenyl)piperazin-1-yl)methyl)piperidine-1-yl)-[1,2,4]triazolo[1,5-a][1,3,5]triazine-7-amine O1C(=CC=C1)C1=NN2C(N=C(N=C2N)N2C[C@H](CCC2)CN2CCN(CC2)C2=CC=C(C=C2)OCCOC)=N1